(S)-5-(3-aminopiperidin-1-yl)-N-(2-(2-fluoro-6-methoxyphenyl)pyrimidin-4-yl)-6-(1-(2,2,2-trifluoroethyl)-1H-pyrazol-4-yl)pyridazin-3-amine N[C@@H]1CN(CCC1)C=1C=C(N=NC1C=1C=NN(C1)CC(F)(F)F)NC1=NC(=NC=C1)C1=C(C=CC=C1OC)F